C(=O)(OC(C)(C)C)N1[C@@H](CNCC1)CO (S)-1-Boc-2-hydroxymethyl-piperazine